C(C)C1=C(N=C(C(=N1)C(=O)N)NC1=CC(=CC=C1)CCNC([C@H](C)NC)=O)C (s)-6-ethyl-5-methyl-3-((3-(2-(2-(methylamino)propanamido)ethyl)phenyl)amino)pyrazine-2-carboxamide